O1CCOC12CCC(CC2)C2=CC=NC1=C2OCCN1C1C(NC(CC1)=O)=O 3-(8-(1,4-dioxaspiro[4.5]decan-8-yl)-2,3-dihydro-4H-pyrido[3,2-b][1,4]oxazin-4-yl)piperidine-2,6-dione